4-naphthoquinone-2-sulfonate C1(C(=CC(C2=CC=CC=C12)=O)S(=O)(=O)[O-])=O